FC1=CC=C(COC2=C(C=O)C=C(C=C2)OCC=2C=CC=3NC4=CC(=CC=C4C3C2)C)C=C1 (4-fluorobenzyloxy)-5-(7-methyl-9H-carbazol-3-ylmethoxy)-benzaldehyde